CC1=CC=C(C=C1)S(=O)(=O)NCC1=CC=C(OC2CN(C2)C=2C(=C(C(=O)OC)C=CC2)N2C=CC=C2)C=C1 Methyl 3-(3-(4-(((4-methylphenyl)sulfonamido)methyl)phenoxy)azetidin-1-yl)-2-(1H-pyrrol-1-yl)benzoate